BrC=1C=C2C(N(C(=NC2=C(C1)[C@@H](C)NC1=C(C(=O)O)C=CC=C1)N1CCOCC1)C)=O (R)-2-((1-(6-bromo-3-methyl-2-morpholino-4-oxo-3,4-dihydroquinazolin-8-yl)ethyl)amino)benzoic acid